4-bromo-2-chloro-1H-benzo[d]imidazole BrC1=CC=CC=2NC(=NC21)Cl